ClC1=C(C(=CC=C1O)C)C=1C=2N(C3=CC(=NC=C3C1)NC(=O)C1CC1)C=NN2 N-[4-(2-chloro-3-hydroxy-6-methylphenyl)-[1,2,4]triazolo[4,3-a]1,6-naphthyridin-8-yl]cyclopropanecarboxamide